2-hydroxyphenyl-boronic acid OC1=C(C=CC=C1)B(O)O